5-Chloro-1H-indole-2-carboxylic acid (2-oxo-2-thiazolidin-3-yl-ethyl)-amide O=C(CNC(=O)C=1NC2=CC=C(C=C2C1)Cl)N1CSCC1